COC1=CC=C(C=C1)C1=CC=C(N1C)C 5-(4-methoxyphenyl)-1,2-dimethyl-1H-pyrrole